Dibutyl 7,7'-((5-(2-(4-(2-((4-(bis(7-butoxy-2-hydroxy-7-oxoheptyl)amino)butyl)-disulfaneyl)ethyl)piperazin-1-yl)ethoxy)-5-oxopentyl)azanediyl)bis(6-hydroxyheptanoate) C(CCC)OC(CCCCC(CN(CCCCSSCCN1CCN(CC1)CCOC(CCCCN(CC(CCCCC(=O)OCCCC)O)CC(CCCCC(=O)OCCCC)O)=O)CC(CCCCC(OCCCC)=O)O)O)=O